(2R)-2-(6-{5-chloro-2-[(oxan-4-yl)amino]pyrimidin-4-yl}-1-oxo-2,3-dihydro-1H-isoindol-2-yl)-N-[(1S)-1-[6-(difluoromethyl)pyridin-2-yl]-2-hydroxyethyl]propanamide ClC=1C(=NC(=NC1)NC1CCOCC1)C1=CC=C2CN(C(C2=C1)=O)[C@@H](C(=O)N[C@H](CO)C1=NC(=CC=C1)C(F)F)C